C(C)(C)(C)OC(CN1N=C(C=C1C(F)(F)F)C(=O)OC)=O methyl 1-(2-tert-butoxy-2-oxo-ethyl)-5-(trifluoromethyl)pyrazole-3-carboxylate